(4-(4-ethylphenyl)butyl)-2H-1,4-benzoxazin-3(4H)-one C(C)C1=CC=C(C=C1)CCCCC1OC2=C(NC1=O)C=CC=C2